1-(4-fluoro-2-methoxyphenyl)-N-[4-(morpholin-4-yl)phenyl]-2-oxo-1,2-dihydropyridine-3-carboxamide FC1=CC(=C(C=C1)N1C(C(=CC=C1)C(=O)NC1=CC=C(C=C1)N1CCOCC1)=O)OC